C(C1=CC=CC=C1)OC[C@@H](C)OCCN1N=CC(=C1)Br (R)-1-(2-((1-(benzyloxy)propan-2-yl)oxy)ethyl)-4-bromo-1H-pyrazole